C(C)(C)(C)NC[C@@H](COC1=NSN=C1N1CCOCC1)O (S)-1-(tert-butylamino)-3-[(4-morpholino-1,2,5-thiadiazol-3-yl)oxy]-2-propanol